4-((8-cyclobutoxy-7-(1H-pyrazol-4-yl)-[1,2,4]triazolo[1,5-c]pyrimidin-2-yl)amino)-3-methyl-N-(2-oxoethyl)benzenesulfonamide C1(CCC1)OC=1C=2N(C=NC1C=1C=NNC1)N=C(N2)NC2=C(C=C(C=C2)S(=O)(=O)NCC=O)C